(1R,5S,6r)-6-(4-amino-5-methyl-1,2-oxazol-3-yl)-3-azabicyclo[3.1.0]Hexane-3-carboxylic acid NC=1C(=NOC1C)C1[C@H]2CN(C[C@@H]12)C(=O)O